OCC1CCC(CC1)OC1CCN(CC1)C(=O)OC(C)(C)C tert-butyl 4-[4-(hydroxymethyl)cyclohexoxy]piperidine-1-carboxylate